(1S,4S,5S)-5-(4-bromophenyl)-2-azabicyclo[2.2.1]Heptane BrC1=CC=C(C=C1)[C@@H]1[C@H]2CN[C@@H](C1)C2